1-[3-[3-[tert-butyl-(dimethyl)silyl]oxypropoxy]pyrazol-1-yl]ethanone C(C)(C)(C)[Si](OCCCOC1=NN(C=C1)C(C)=O)(C)C